CC(CC(=O)NC)C 3,N-dimethylbutanamide